Benzyl ((4-(((S)-2-((R)-2-((5-aminopentyl)amino)-4-phenylbutanamido)propanamido)methyl)phenyl)(imino)methyl)carbamate NCCCCCN[C@@H](C(=O)N[C@H](C(=O)NCC1=CC=C(C=C1)C(=N)NC(OCC1=CC=CC=C1)=O)C)CCC1=CC=CC=C1